lithium thiophenecarboxylic acid S1C(=CC=C1)C(=O)O.[Li]